CN(C1CCCCC1)C dimethylcyclohexyl-amine